C(CCCCCCCCC)C1=CC(=C(C(=C1)O)C=CC(=S)C1=CC=CC=C1)O 3-(4-Decyl-2,6-dihydroxyphenyl)-1-phenylprop-2-ene-1-thione